[Si](C1=CC=CC=C1)(C1=CC=CC=C1)(C(C)(C)C)OCCCCCC(C(C(=O)OC(C)(C)C)(C)C)O tert-butyl 8-((tert-butyldiphenylsilyl)oxy)-3-hydroxy-2,2-dimethyloctanoate